2-((1S,2R,3S,4R,5S)-4-(6-(((R)-3,3-difluorocyclopentyl)amino)-2-iodo-9H-purin-9-yl)-2,3-dihydroxybicyclo[3.1.0]hexan-1-yl)acetonitrile FC1(C[C@@H](CC1)NC1=C2N=CN(C2=NC(=N1)I)[C@H]1[C@@H]([C@@H]([C@@]2(C[C@H]12)CC#N)O)O)F